COC=1C=2N(C=CC1)C(=NC2)C(C)(C)NC(=O)C2C[C@@H]1[C@@H](CNC1)C2 (3aR,5s,6aS)-N-(2-(8-methoxyimidazo[1,5-a]pyridin-3-yl)propan-2-yl)octahydrocyclopenta[c]pyrrole-5-carboxamide